C(C1=CC=CC=C1)NC1=CC=2N(C(=C1)C1=CC=C(C#N)C=C1)N=CN2 4-[7-(benzylamino)-[1,2,4]triazolo[1,5-a]pyridin-5-yl]benzonitrile